C1(CCC2C3CCC(C12)C3)C=O hexahydro-4,7-methanoindane-1-carboxaldehyde